1-(tert-butoxycarbonyl)indoline-6-carboxylic acid C(C)(C)(C)OC(=O)N1CCC2=CC=C(C=C12)C(=O)O